tert-Butyl (S)-(1-(6-chloro-3-bromopyridazin-4-yl)piperidin-3-yl)carbamate ClC1=CC(=C(N=N1)Br)N1C[C@H](CCC1)NC(OC(C)(C)C)=O